(R)-5-phenyl-3-methyl-2,3-dihydrobenzo[d]isothiazole-3-carboxylic acid methyl ester 1,1-dioxide COC(=O)[C@@]1(NS(C2=C1C=C(C=C2)C2=CC=CC=C2)(=O)=O)C